C(CCCCCCC)OC=1C=C(C=C(C1OCCCCCCCC)OCCCCCCCC)B1OC(C)(C)C(C)(C)O1 3,4,5-tris(n-octyloxy)phenylboronic acid pinacol ester